(2S)-2-[(2S)-2-acetamido-3-(1,3-thiazol-4-yl)propanamido]-5,5-dimethylhexanoic acid C(C)(=O)N[C@H](C(=O)N[C@H](C(=O)O)CCC(C)(C)C)CC=1N=CSC1